2-(piperidin-1-yl)-N-(4-(3-(piperidin-1-yl)cyclobutoxy)phenyl)ethanethioamide N1(CCCCC1)CC(NC1=CC=C(C=C1)OC1CC(C1)N1CCCCC1)=S